FC(C1=CC=C(C(=N1)CC)S(=O)(=O)N1CC2(C1)CNC2)F 2-((6-(difluoromethyl)-2-ethylpyridin-3-yl)sulfonyl)-2,6-diazaspiro[3.3]heptane